tert-butyl-4-(((6-(2-fluoropyridin-4-yl)-1-(3-morpholinopropyl)-1H-indazol-4-yl)amino)methyl)piperidine-1-carboxylate C(C)(C)(C)OC(=O)N1CCC(CC1)CNC1=C2C=NN(C2=CC(=C1)C1=CC(=NC=C1)F)CCCN1CCOCC1